C(CC)(=O)OC1COCC1(C)F 4-fluoro-4-methyltetrahydrofuran-3-yl propionate